CC1(CCC1)C(=O)N1CCC(CC1)C=1C=NNC1 4-(1-(1-methylcyclobutane-1-carbonyl)piperidin-4-yl)-1H-pyrazol